BrC=1C=C(C=O)C(=CN1)O 2-bromo-5-hydroxyisonicotinaldehyde